(4-cyclopropoxy-3-nitrophenyl)-N,N-dimethylpiperidin-4-amine C1(CC1)OC1=C(C=C(C=C1)N1CCC(CC1)N(C)C)[N+](=O)[O-]